NC1=C2C=NN(C2=CC(=C1)Cl)CC#N 2-(4-amino-6-chloro-1H-indazol-1-yl)acetonitrile